isopropyl-silicon C(C)(C)[Si]